5-(4-chloro-2,3-difluorophenyl)-2,3-dimethyl-7-((2S,4R)-2-(2-methylpyridin-4-yl)tetrahydro-2H-pyran-4-yl)-1,8-naphthyridine ClC1=C(C(=C(C=C1)C1=C2C=C(C(=NC2=NC(=C1)[C@H]1C[C@H](OCC1)C1=CC(=NC=C1)C)C)C)F)F